(+/-)-N5-((1R,5S,6r)-3-Oxabicyclo[3.1.0]hexan-6-yl)-1-(1-(4-chloro-3-fluorophenyl)ethyl)-N3-methyl-1H-pyrazole-3,5-dicarboxamide [C@H]12COC[C@@H]2C1NC(=O)C1=CC(=NN1C(C)C1=CC(=C(C=C1)Cl)F)C(=O)NC